(S)-6-chloro-2-(2-methoxy-6-(trifluoromethyl)pyrimidin-4-yl)-1-(((S)-tetrahydro-2H-pyran-3-yl)methyl)-2,3,4,9-tetrahydro-1H-pyrido[3,4-b]indole ClC=1C=C2C3=C(NC2=CC1)[C@@H](N(CC3)C3=NC(=NC(=C3)C(F)(F)F)OC)C[C@H]3COCCC3